4-bromo-5-fluorobenzo[h]quinoline BrC1=CC=NC2=C3C(=CC(=C12)F)C=CC=C3